C1(CCCCC1)[C@H](C)OC1=C(C(=O)NC=2C=NC(=NC2)OC)C=C(C(=C1)N1N=C2N(CCCC2)C1=O)F 2-[(1S)-1-cyclohexylethoxy]-5-fluoro-N-(2-methoxypyrimidin-5-yl)-4-(3-oxo-5,6,7,8-tetrahydro[1,2,4]triazolo[4,3-a]pyridin-2(3H)-yl)benzamide